N-(2-(2,6-dioxopiperidin-3-yl)-1-oxoisoindol-4-yl)octanamide O=C1NC(CCC1N1C(C2=CC=CC(=C2C1)NC(CCCCCCC)=O)=O)=O